1-(((2S)-4-((3-cyano-1-azetidinyl)sulfonyl)-2-piperazinyl)carbonyl)-N-(2-fluoro-4-(trifluoromethyl)benzyl)-D-prolinamide C(#N)C1CN(C1)S(=O)(=O)N1C[C@H](NCC1)C(=O)N1[C@H](CCC1)C(=O)NCC1=C(C=C(C=C1)C(F)(F)F)F